FC1=CC=C(CN2N=CC(=C2)CNC2=NC=3N([C@H](C(N(C3C=N2)C)=O)CCC)C)C=C1 (7S)-2-(((1-(4-fluorobenzyl)-1H-pyrazol-4-yl)methyl)amino)-5,8-dimethyl-7-propyl-7,8-dihydropteridin-6(5H)-one